N-(3-chloro-5-(ethylsulfonamido)phenyl)-4-(3-fluoro-5-methoxypyridin-2-yl)-5-methylthiophene-2-carboxamide ClC=1C=C(C=C(C1)NS(=O)(=O)CC)NC(=O)C=1SC(=C(C1)C1=NC=C(C=C1F)OC)C